CC1(C2=CC=CC=C2C=2C(=CC=CC12)C=1N=C(C(=NC1C1=CC=CC=C1)C=1C=C(C=CC1)C1=NC(=NC(=N1)C1=CC=CC=C1)C1=CC=CC=C1)C1=CC=CC=C1)C 2-(3-(5-(9,9-dimethyl-9H-fluoren-4-yl)-3,6-diphenylpyrazin-2-yl)phenyl)-4,6-diphenyl-1,3,5-triazine